CN1C(C=CC2=C1N=CN=C2)=O 8-methyl-pyrido[2,3-d]pyrimidin-7-one